β-methyl-valerolactone CC1CC(=O)OCC1